C(C)OC(=O)C1=CN(C=C1C)C1=CC=C(C=C1)C(=O)O 1-(4-carboxyphenyl)-4-methyl-1H-pyrrole-3-carboxylic acid ethyl ester